4-(6-Methylpyridin-2-yl)-3-(quinolin-6-yl)-1H-pyrazol CC1=CC=CC(=N1)C=1C(=NNC1)C=1C=C2C=CC=NC2=CC1